CC=1C(=C(SC1)C(=O)OC)NC(CN1CCCCC1)=O methyl 4-methyl-3-(2-(piperidin-1-yl)acetamido)thiophene-2-carboxylate